FC(COCC=C)(C(F)F)F 3-(2,2,3,3-Tetrafluoropropoxy)prop-1-ene